L-2-amino-3-Hydroxy-3-methylbutyric acid NC(C(=O)O)C(C)(C)O